CSC1=C(C=CC=C1)NN (2-(methylthio)phenyl)hydrazine